6,6,9-trimethyl-3-pentyl-2-(pyrimidin-2-yl)-6H-benzo[c]chromen-1-ol CC1(OC=2C=C(C(=C(C2C2=C1C=CC(=C2)C)O)C2=NC=CC=N2)CCCCC)C